1-(3-bromo-4-fluorophenyl)ethan-1-one BrC=1C=C(C=CC1F)C(C)=O